FC1(CCN(CC1)C(=O)C1=C(C=C(C#N)C=C1)C1=NC(=CC=C1)C(F)(F)F)F 4-(4,4-difluoropiperidine-1-carbonyl)-3-[6-(trifluoromethyl)pyridin-2-yl]benzonitrile